COC(C(OC)OC1=NN(C(=C1I)C=1C=NC(=CC1)F)C1=NC=CC=C1SC)=O ({5-(6-Fluoropyridin-3-yl)-4-iodo-1-[3-(methylthio)pyridin-2-yl]-1H-pyrazol-3-yl}oxy)(methoxy)acetic acid methyl ester